(M)-6-Chloro-4-[(2S,5R)-2,5-dimethyl-4-prop-2-enoyl-piperazin-1-yl]-1-(2-isopropyl-4-methyl-3-pyridyl)-7-(4-isopropylpyrimidin-5-yl)pyrido[2,3-d]pyrimidin-2-one ClC1=CC2=C(N(C(N=C2N2[C@H](CN([C@@H](C2)C)C(C=C)=O)C)=O)C=2C(=NC=CC2C)C(C)C)N=C1C=1C(=NC=NC1)C(C)C